COC(=O)C1=CC2=C(NC3=C(C=C(C=C23)Cl)C=2C(=NC(=CC2)Cl)Cl)C(=N1)C 6-Chloro-8-(2,6-dichloro-pyridin-3-yl)-1-methyl-9H-pyrido[3,4-b]indole-3-carboxylic acid methyl ester